1-(5-Bromo-3-pyridyl)-N-[(1R)-1-[2-fluoro-3-(trifluoromethyl)phenyl]ethyl]-6-oxo-pyridazine-3-carboxamide BrC=1C=C(C=NC1)N1N=C(C=CC1=O)C(=O)N[C@H](C)C1=C(C(=CC=C1)C(F)(F)F)F